[N+](=O)([O-])C1=CC=C(C=C1)[C@H]1[C@@H](C12C(C1=CC=CC=C1C2=O)=O)C(=O)OC methyl (2S,3R)-3-(4-nitrophenyl)-1',3'-dioxo-1',3'-dihydrospiro[cyclopropane-1,2'-indene]-2-carboxylate